ethyl-(3R)-3-methyl-4-(3-(4-methyl-1-(tetrahydro-2H-pyran-2-yl)-1H-pyrazol-5-yl)-7-(1-(methylsulfonyl)cyclopropyl)pyrazolo[1,5-a]pyrimidin-5-yl)morpholine C(C)[C@]1(N(CCOC1)C1=NC=2N(C(=C1)C1(CC1)S(=O)(=O)C)N=CC2C2=C(C=NN2C2OCCCC2)C)C